Tris-Glycine acrylamide C(C=C)(=O)N.NCC(=O)O.NCC(=O)O.NCC(=O)O